2-(8-methoxynaphthalen-1-yl)-N,N-dimethylethan-1-amine COC=1C=CC=C2C=CC=C(C12)CCN(C)C